3-Methyl-2-((1-methyl-1H-pyrazol-3-yl)methoxy)-4,6-bis(tosyloxy)benzoic acid CC=1C(=C(C(=O)O)C(=CC1OS(=O)(=O)C1=CC=C(C)C=C1)OS(=O)(=O)C1=CC=C(C)C=C1)OCC1=NN(C=C1)C